anilinopyridyl-amino-aluminum N(C1=CC=CC=C1)[Al](N)C1=NC=CC=C1